FC(C=1C=CC2=C(N=C(O2)C23CC(C2)(C3)C(=O)OC)C1)(F)F methyl 3-(5-(trifluoromethyl)benzo[d]oxazol-2-yl)bicyclo[1.1.1]pentane-1-carboxylate